C1(CC1)C1=CC=C(C=C1)[C@H](C)NC1=NC=CC(=N1)NS(=O)(=O)C1=CC(=CC=C1)[N+](=O)[O-] (S)-N-(2-((1-(4-cyclopropylphenyl)ethyl)amino)pyrimidin-4-yl)-3-nitrobenzenesulfonamide